NC(C)C1=CC(=CN2C1=NC(=C(C2=O)C)OCC2=CC=CC=C2)C 9-(1-aminoethyl)-2-(benzyloxy)-3,7-dimethyl-4H-pyrido[1,2-a]pyrimidin-4-one